SC1CN(C1)C1C[C@@H](CCC1)NC(=N)N 1-((1R)-3-(3-mercaptoazetidin-1-yl)cyclohexyl)guanidine